trans-3-amino-1-methylcyclobutane-1-carboxylic acid methyl ester COC(=O)C1(CC(C1)N)C